2-bromophenyl-2-(4-cyanophenylamino)-pyrimidin-4-ylketone-N-(4-chlorophenyl) semicarbazone ClC1=CC=C(C=C1)N(N=C(C1=NC(=NC=C1C1=C(C=CC=C1)Br)NC1=CC=C(C=C1)C#N)C1=NC(=NC=C1C1=C(C=CC=C1)Br)NC1=CC=C(C=C1)C#N)C(=O)N